6-amino-5-(3-hydroxy-2,6-dimethyl-phenyl)-3-vinyl-pyrrolo[2,3-b]pyrazine-7-carboxamide NC1=C(C=2C(=NC(=CN2)C=C)N1C1=C(C(=CC=C1C)O)C)C(=O)N